dimethyl-(4-sulfobutyl)ammonium bisulfate S([O-])(O)(=O)=O.C[NH+](CCCCS(=O)(=O)O)C